3-methoxy-N-methyl-4-(3-((2-morpholinoethyl)amino)-6-(pyrazolo[1,5-a]pyrimidin-3-yl)-1H-pyrazolo[4,3-c]pyridin-1-yl)benzenesulfonamide COC=1C=C(C=CC1N1N=C(C=2C=NC(=CC21)C=2C=NN1C2N=CC=C1)NCCN1CCOCC1)S(=O)(=O)NC